C1(CC1)C1=NN(C=N1)C1CC2(CN(C2)C(=O)N2CC3(CN(C3)S(=O)(=O)C3=CC=C(C#N)C=C3)C2)C1 4-[[6-[6-(3-cyclopropyl-1,2,4-triazol-1-yl)-2-azaspiro[3.3]heptane-2-carbonyl]-2,6-diazaspiro[3.3]heptane-2-yl]sulfonyl]benzonitrile